C[C@@H](C(=O)[O-])[C@H](C=C)C (2R,3S)-2,3-dimethyl-pent-4-enoate